N-(5-(3-chloro-5-methoxyphenyl)-1,3,4-oxadiazol-2-yl)-4-((trifluoromethyl)thio)benzamide ClC=1C=C(C=C(C1)OC)C1=NN=C(O1)NC(C1=CC=C(C=C1)SC(F)(F)F)=O